4-(5-Bromoindazol-2-yl)-1-(hydroxymethyl)cyclohexanol BrC1=CC2=CN(N=C2C=C1)C1CCC(CC1)(O)CO